3-(N-(4-chloro-5-cyano-2-(((1R,2S)-2-fluorocyclopentyl)oxy)phenyl)sulfamoyl)-4-cyclopropylbenzoic acid ClC1=CC(=C(C=C1C#N)NS(=O)(=O)C=1C=C(C(=O)O)C=CC1C1CC1)O[C@H]1[C@H](CCC1)F